C(CCCCC)OC1C(=C(C(O1)=O)Cl)Cl 5-hexyloxy-3,4-dichloro-2(5H)furanone